(5R,8R)-8-[3-chloro-2-cyano-4-(trifluoromethyl)phenyl]-3,5-difluoro-5,6,7,8-tetrahydronaphthalene-1-carbonitrile ClC=1C(=C(C=CC1C(F)(F)F)[C@H]1CC[C@H](C=2C=C(C=C(C12)C#N)F)F)C#N